FC1=CC=C(CC2=C(C=CC(=C2)N)N)C=C1 (4-fluorobenzyl)benzene-1,4-diamine